C1=CC(=C(C=C1N)S(=O)(=O)O)/C=C/C2=C(C=C(C=C2)N)S(=O)(=O)O DiaminostilbeneDisulfonic Acid